1,3-phenylenebis(methylene) selenocyanate C1(=CC(=CC=C1)C[Se]C#N)C[Se]C#N